2-amino-4-(thiophen-2-yl)-4H-pyrano[3,2-b]benzofuran-3-carbonitrile NC1=C(C(C=2OC3=C(C2O1)C=CC=C3)C=3SC=CC3)C#N